(mercapto)silane S[SiH3]